NCC(CN1N=CN(C1=O)C1=CC(=C(C=C1)C1=CC=C(C=C1)S(=O)(=O)C)F)=C(F)F 2-[2-(aminomethyl)-3,3-difluoro-allyl]-4-[3-fluoro-4-(4-methylsulfonylphenyl)phenyl]-1,2,4-triazol-3-one